N-(isoindolin-4-yl)-N-methyl-acrylamide C1NCC2=C(C=CC=C12)N(C(C=C)=O)C